BrC=1C=C(C=CC1)S(=O)(=O)C1CCC(CC1)NC(OC(C)(C)C)=O tert-Butyl ((1r,4r)-4-((3-bromophenyl)sulfonyl)cyclohexyl)carbamate